N-(5-bromopentyl)-5-chloroisatin BrCCCCCN1C(=O)C(=O)C2=CC(=CC=C12)Cl